ClC1=NC(=C2N=CN(C2=N1)CC=1C=C(C=CC1)S(=O)(=O)NC1=CC=C(C(=O)OC)C=C1)NC methyl 4-((3-((2-chloro-6-(methylamino)-9H-purin-9-yl)methyl)phenyl)sulfonamido)benzoate